(1r,3r,5r)-2-(((3S)-1-((3-cyano-1-azetidinyl)sulfonyl)-3-piperidinyl)carbonyl)-N-((5-(trifluoromethyl)-2-pyridinyl)methyl)-2-azabicyclo[3.1.0]hexane-3-carboxamide C(#N)C1CN(C1)S(=O)(=O)N1C[C@H](CCC1)C(=O)N1[C@@H]2C[C@@H]2C[C@@H]1C(=O)NCC1=NC=C(C=C1)C(F)(F)F